C(C)(=O)O[C@H]1[C@](O[C@@H]([C@H]1OC(C)=O)CO[P@](=O)(OC1=CC=CC=C1)N[C@H](C(=O)OC)C)(C#N)C1=CC=C2C(=NC=NN21)N (2R,3R,4R,5R)-2-(4-aminopyrrolo[2,1-f][1,2,4]triazin-7-yl)-2-cyano-5-((((S)-(((S)-1-methoxy-1-oxopropan-2-yl)amino)(phenoxy)phosphoryl)oxy)methyl)tetrahydrofuran-3,4-diyl diacetate